FC1=NC(=CC=C1C=1CCNCC1)C(=O)N 2-fluoro-1',2',3',6'-tetrahydro-[3,4'-bipyridine]-6-formamide